COC(=O)C=1C=C2C(=NC1)NN=C2 1H-pyrazolo[3,4-b]pyridine-5-carboxylic acid methyl ester